NC=1C=C(SC1)C(=O)NCC1=CC=CC=C1 4-amino-N-benzyl-thiophene-2-carboxamide